ClC=1C(N(C=2C=CC(=NC2C1N1CCC(CC1)OC1=CC=C(C=C1)OC(F)(F)F)C#N)C)=O 7-Chloro-5-methyl-6-oxo-8-(4-(4-(trifluoromethoxy)phenoxy)piperidin-1-yl)-5,6-dihydro-1,5-naphthyridin-2-carbonitril